Bromopyrene C1=CC2=C3C(=C1)C=CC4=C(C=CC(=C43)C=C2)Br